FC1=C(C=CC=C1F)C1=CC(=CC=2CNSOC21)F 8-(2,3-difluorophenyl)-6-fluoro-3,4-dihydrobenzo[e][1,2,3]oxathiazine